C(CCCC)NC=1C(C2=CC=CC=C2C(C1)=O)=O 2-pentylamino-1,4-naphthoquinone